ClC1=CC=C(C(=N1)C(=O)OC(C)(C)C)N[C@H](C)C=1C=C(C=C2C(C(=C(OC12)C=1C=NN(C1C)C)C)=O)C tert-Butyl 6-chloro-3-[[(1R)-1-[2-(1,5-dimethylpyrazol-4-yl)-3,6-dimethyl-4-oxo-chromen-8-yl]ethyl]amino]pyridine-2-carboxylate